S(N)(OC1CC(C1)N\C(=N/S(=O)(=O)C1=CC=C(C=C1)Cl)\N1N=C([C@@H](C1)C1=CC=CC=C1)C1=CC=C(C=C1)Cl)(=O)=O (1R,3S)-3-((R,E)-3-(4-chlorophenyl)-N'-((4-chlorophenyl)sulfonyl)-4-phenyl-4,5-dihydro-1H-pyrazole-1-carboximidamido)cyclobutyl sulfamate